3-(tert-butyl)-N-(4-(7-(1-methyl-1H-pyrazol-4-yl)imidazo[1,2-c]pyrimidin-5-yl)benzyl)-1,2,4-oxadiazole-5-carboxamide C(C)(C)(C)C1=NOC(=N1)C(=O)NCC1=CC=C(C=C1)C1=NC(=CC=2N1C=CN2)C=2C=NN(C2)C